3-acetyl-N-benzyl-1-(2-((2-((3-chloro-2-fluorobenzyl)amino)-2-oxoethyl)(cyclopropyl)amino)-2-oxoethyl)-1H-indole-6-carboxamide C(C)(=O)C1=CN(C2=CC(=CC=C12)C(=O)NCC1=CC=CC=C1)CC(=O)N(C1CC1)CC(=O)NCC1=C(C(=CC=C1)Cl)F